N(CCO)CCO 2,2'-iminobis(ethanol)